5-(1H-imidazol-1-yl)-2-(6-(methyl((1R,4R,5S)-1-methyl-2-azabicyclo[2.2.1]heptan-5-yl)amino)pyridazin-3-yl)phenol N1(C=NC=C1)C=1C=CC(=C(C1)O)C=1N=NC(=CC1)N([C@@H]1[C@H]2CN[C@@](C1)(C2)C)C